4-(2-(2-Chlorophenyl)pyrrolidin-1-yl)-3-fluoro-N-((R,E)-4-(methylsulfonyl)but-3-en-2-yl)benzamide ClC1=C(C=CC=C1)C1N(CCC1)C1=C(C=C(C(=O)N[C@H](C)\C=C\S(=O)(=O)C)C=C1)F